ClC1=NC=C(C=N1)OC\C(\CNC(OC(C)(C)C)=O)=C\F tert-Butyl (E)-(2-(((2-chloropyrimidin-5-yl)oxy)methyl)-3-fluoroallyl)carbamate